(1-benzylpiperidin-4-yl)carbamoylacetic acid C(C1=CC=CC=C1)N1CCC(CC1)NC(=O)CC(=O)O